4-Fluoro-3-{5-[3-(4-methyl-piperazin-1-ylmethyl)-phenyl]-1H-pyrrolo[2,3-b]pyridin-3-yl}-phenylamine FC1=C(C=C(C=C1)N)C1=CNC2=NC=C(C=C21)C2=CC(=CC=C2)CN2CCN(CC2)C